(1R)-7-(benzylsulfanyl)-1-methyl-4-[(1-methylpyrazol-4-yl)(2H2)methyl]-1H,2H-imidazo[1,2-a]quinazolin-5-one C(C1=CC=CC=C1)SC=1C=C2C(N(C=3N(C2=CC1)[C@@H](CN3)C)C([2H])([2H])C=3C=NN(C3)C)=O